C(C)(C)C1=C(NC2=CC=C(C=C12)CCN1CCCCC1)C=1C=C(C=2N(C1)N=CN2)OC 6-(3-Isopropyl-5-(2-(piperidin-1-yl)ethyl)-1H-indol-2-yl)-8-methoxy-[1,2,4]triazolo[1,5-a]pyridin